OC1(CCC1)C(=O)O 1-hydroxycyclobutanecarboxylic acid